BrC=1C=C(C=2N(C1)N=CC2C#N)N2CCC(CCC2)NC([O-])=O (1-(6-Bromo-3-cyanopyrazolo[1,5-a]pyridin-4-yl)azepan-4-yl)carbamate